FC1(OC2=C(O1)C=CC=C2N2NC(C=1C=NC(=CC12)NC1=NC(=NC(=C1)C)C)=O)F 1-(2,2-difluorobenzo[d][1,3]dioxol-4-yl)-6-((2,6-dimethylpyrimidin-4-yl)amino)-1,2-dihydro-3H-pyrazolo[4,3-c]pyridin-3-one